[NH4+].C(C1=CC=CC=C1)C1=CC=CC=C1 benzylbenzene ammonium salt